N-((1S,2S)-2-hydroxycyclohexyl)-5-oxo-6-(4-(thiazol-4-yl)benzyl)-5,6-dihydro-1,6-naphthyridine-8-carboxamide O[C@@H]1[C@H](CCCC1)NC(=O)C1=CN(C(C=2C=CC=NC12)=O)CC1=CC=C(C=C1)C=1N=CSC1